BrC=1C=CC2=C(OC3=C2C=CC=C3)C1 3-Bromodibenzo[b,d]furan